6-(5-bromo-3-fluoro-2-methoxyphenyl)-N-[(2,4-dimethoxyphenyl)methyl]-4-methylphthalazin-1-amine BrC=1C=C(C(=C(C1)C=1C=C2C(=NN=C(C2=CC1)NCC1=C(C=C(C=C1)OC)OC)C)OC)F